(2S)-4,4-difluoro-2-(4-fluorophenyl)-N-{4-[6-fluoro-3-(pyridin-2-yl)-1H-pyrrolo[3,2-b]pyridin-2-yl]pyridin-2-yl}butanamide FC(C[C@H](C(=O)NC1=NC=CC(=C1)C1=C(C2=NC=C(C=C2N1)F)C1=NC=CC=C1)C1=CC=C(C=C1)F)F